5-((4-fluoro-4-(7-methyl-[1,2,4]triazolo[1,5-a]pyridin-6-yl)piperidin-1-yl)sulfonyl)-2-methylthiazole FC1(CCN(CC1)S(=O)(=O)C1=CN=C(S1)C)C=1C(=CC=2N(C1)N=CN2)C